5-Fluoro-4-[3-methyl-5-oxo-4-(propan-2-yl)-4,5-dihydro-1H-1,2,4-triazol-1-yl]-N-(2-methylphenyl)-2-[(1S)-1-phenylethoxy]benzamide FC=1C(=CC(=C(C(=O)NC2=C(C=CC=C2)C)C1)O[C@@H](C)C1=CC=CC=C1)N1N=C(N(C1=O)C(C)C)C